C(C=C)(=O)N1C[C@@H](CC1)N1C(N(C=2C=NC=CC21)C2=CC(=CC=C2)OC2=C(C(=CC=C2)F)C)=O (R)-1-(1-acryloylpyrrolidin-3-yl)-3-(3-(3-fluoro-2-methylphenoxy)phenyl)-1H-imidazo[4,5-c]pyridin-2(3H)-one